1-(5-amino-2-pyridyl)-N-[2-[(2,2,2-trifluoroacetyl)amino]ethyl]piperidine-4-carboxamide NC=1C=CC(=NC1)N1CCC(CC1)C(=O)NCCNC(C(F)(F)F)=O